2-(6-(4-(3,8-diazabicyclo[3.2.1]octan-3-yl)phenyl)-4-fluoro-1-oxoisoindolin-2-yl)-2-(6,7-dihydro-5H-pyrrolo[1,2-c]imidazol-1-yl)-N-(thiazol-2-yl)acetamide C12CN(CC(CC1)N2)C2=CC=C(C=C2)C2=CC(=C1CN(C(C1=C2)=O)C(C(=O)NC=2SC=CN2)C2=C1N(C=N2)CCC1)F